nonylphenol-D8 [2H]C1=C(C(C(C(C1([2H])[2H])([2H])[2H])([2H])[2H])([2H])O)CCCCCCCCC